CC1=C(C=CC(=N1)/C=C/C(=O)OCC)B1OC(C(O1)(C)C)(C)C ethyl (E)-3-(6-methyl-5-(4,4,5,5-tetramethyl-1,3,2-dioxaborolan-2-yl)pyridin-2-yl)acrylate